C1=CC=C2C(=C1)C=CN=C2C(=O)O Isoquinolinic Acid